N-(6-bromo-8,9-dihydroimidazo[1',2':1,6]pyrido[2,3-d]pyrimidin-2-yl)-5-methyl-1,3,4-thiadiazol-2-amine BrC1=CC2=C(N=C(N=C2)NC=2SC(=NN2)C)N2C1=NCC2